5-[[2-Chloro-6-[4-[4-[(4R)-4-methyl-2-oxo-pyrrolidin-1-yl]phenyl]sulfonylpiperazin-1-yl]-4-pyridyl]-difluoro-methyl]pyridine-2-carboxylic acid ClC1=NC(=CC(=C1)C(C=1C=CC(=NC1)C(=O)O)(F)F)N1CCN(CC1)S(=O)(=O)C1=CC=C(C=C1)N1C(C[C@H](C1)C)=O